oxydiethanol O(CCO)CCO